tert-Butyl 3-((2-chloro-4-(trifluoromethyl)phenoxy)methyl)azetidine-1-carboxylate ClC1=C(OCC2CN(C2)C(=O)OC(C)(C)C)C=CC(=C1)C(F)(F)F